tert-butyl (3-(7-carbamoyl-1H-indol-4-yl)cyclohex-3-en-1-yl)carbamate C(N)(=O)C=1C=CC(=C2C=CNC12)C=1CC(CCC1)NC(OC(C)(C)C)=O